[Na+].C(CCCCCCC)S(=O)(=O)[O-] octane-1-sulphonic acid sodium salt